(1S,3S)-3-((2-methyl-6-(1-methyl-5-(((4-(trifluoromethyl)pyrimidin-2-yl)amino)methyl)-1H-1,2,3-triazol-4-yl)pyridin-3-yl)oxy)cyclohexanecarboxylic acid CC1=NC(=CC=C1O[C@@H]1C[C@H](CCC1)C(=O)O)C=1N=NN(C1CNC1=NC=CC(=N1)C(F)(F)F)C